[Cl-].C(C1=CC=CC=C1)[N+](CCCNC(CCCCCCCCCCCCC)=O)(C)C benzyl-dimethyl-(3-((1-oxotetradecyl)amino)propyl)ammonium chloride